N1=CC=CC=C1C(=O)C12CC(CC(N1)C2)C(=O)OC cis-methyl 6-picolinoyl-6-azabicyclo[3.1.1]heptane-3-carboxylate